COC1CC(C1)[C@H](C=1C=C(C=CC1)N1C(C2=CC(=CC(=C2C1)C(F)(F)F)CNC1(CCC1)C)=O)C1=NN=CN1C 2-(3-((R)-((1r,3R)-3-methoxycyclobutyl)(4-methyl-4H-1,2,4-triazol-3-yl)methyl)phenyl)-6-(((1-methylcyclobutyl)amino)methyl)-4-(trifluoromethyl)isoindolin-1-one